ClC=1C=NC=C(C1[C@@H](C)OC=1C=C2C(=NNC2=CC1)C=1C=C(C(=C(C#N)C1)OC1CCNCC1)OC)Cl 5-[5-[(1R)-1-(3,5-dichloro-4-pyridyl)ethoxy]-1H-indazol-3-yl]-3-methoxy-2-(4-piperidyloxy)benzonitrile